1-methyl-4-piperidinol CN1CCC(CC1)O